2-(4-(2-(((3R,4S)-3-Fluoro-1-(methylsulfonyl)piperidin-4-yl)amino)-5-(trifluoromethyl)pyrimidin-4-yl)-1H-imidazol-1-yl)-5-(trifluoromethyl)benzonitrile F[C@@H]1CN(CC[C@@H]1NC1=NC=C(C(=N1)C=1N=CN(C1)C1=C(C#N)C=C(C=C1)C(F)(F)F)C(F)(F)F)S(=O)(=O)C